(2,2'-dimethyl-[1,1'-biphenyl]-3,3'-diyl)bis(5-(pyrrolidin-2-yl)-1,3,4-thiadiazole-2-carboxamide) CC1=C(C=CC=C1NC(=O)C=1SC(=NN1)C1NCCC1)C1=C(C(=CC=C1)NC(=O)C=1SC(=NN1)C1NCCC1)C